BrC=1C(=C(C=CC1)CC(=O)[O-])F 3-bromo-2-fluorophenylacetate